5-[2-tert-butyl-5-(4-fluorophenyl)-1H-imidazol-4-yl]-3-isobutyl-3H-[1,2,3]triazolo[4,5-b]pyridine methanesulfonate CS(=O)(=O)O.C(C)(C)(C)C=1NC(=C(N1)C1=CC=C2C(=N1)N(N=N2)CC(C)C)C2=CC=C(C=C2)F